1-benzhydryl-3-butylazetidin-3-ol C(C1=CC=CC=C1)(C1=CC=CC=C1)N1CC(C1)(O)CCCC